1-(4-((6-amino-5-cyanopyrimidin-4-yl)oxy)-2-fluorophenyl)-3-(1-(4-methoxyphenyl)-3-(1-methylcyclopropyl)-1H-pyrazol-5-yl)urea NC1=C(C(=NC=N1)OC1=CC(=C(C=C1)NC(=O)NC1=CC(=NN1C1=CC=C(C=C1)OC)C1(CC1)C)F)C#N